ClC1=CC=C(OCC2=NN=C(S2)NC(C2=CN=C(C=C2C2=C(C=CC(=C2)F)OC)C#N)=O)C=C1 N-(5-((4-chlorophenoxy)methyl)-1,3,4-thiadiazol-2-yl)-6-cyano-4-(5-fluoro-2-methoxyphenyl)nicotinamide